(5-(4-(4-cyanophenyl)-4-fluoropiperidine-1-carbonyl)-4-ethyl-2-methylphenyl)-3-(tetrahydro-2H-Pyran-3-yl)urea C(#N)C1=CC=C(C=C1)C1(CCN(CC1)C(=O)C=1C(=CC(=C(C1)NC(=O)NC1COCCC1)C)CC)F